3-((2-(3-methoxyphenyl)piperidin-1-yl)carbonyl)-1,5,7-trimethyl-1,5-dihydro-4H-pyrrolo[3,2-c]pyridin-4-one COC=1C=C(C=CC1)C1N(CCCC1)C(=O)C1=CN(C2=C1C(N(C=C2C)C)=O)C